DIHYDRO-PYRROLO-PYRIMIDINE N1CNC=C2C1=CC=N2